ClC=1C(=NC(=NC1)NC=1C=CC(=C(C1)NC(C)=O)N1C[C@H](CC1)N(C)C)C1=CN(C2=C(C=CC=C12)OC)C (S)-N-(5-(5-chloro-4-(7-methoxy-1-methyl-1H-indol-3-yl)pyrimidin-2-ylamino)-2-(3-(dimethylamino)pyrrolidin-1-yl)phenyl)acetamide